methyl 4-(6-(difluoromethyl)-octahydropyrrolo(1,2-a)pyrazin-3-yl)benzoate FC(C1CCC2N1CC(NC2)C2=CC=C(C(=O)OC)C=C2)F